4-azido-3-(4-bromophenyl)-5-fluoropyridine N(=[N+]=[N-])C1=C(C=NC=C1F)C1=CC=C(C=C1)Br